N-((1s,3r,5R,7S)-3-aminoadamantan-1-yl)quinoline-3-carboxamide hydrochloride Cl.NC12CC3(C[C@@H](C[C@H](C1)C3)C2)NC(=O)C=2C=NC3=CC=CC=C3C2